NC=1NC(C(=C(N1)N)CC(=O)NC=1C=C(C(=NC1)C(=O)N[C@H](C(=O)O)CC1=CC=CC=C1)F)=O (2S)-2-({5-[2-(2,4-diamino-6-oxo-1,6-dihydropyrimidin-5-yl)acetamido]-3-fluoropyridin-2-yl}formamido)-3-phenylpropanoic acid